5-(2,3-dihydro-1H-inden-4-yl)-6-methoxy-1-(4-methoxybenzyl)-3-(6-(pyrrolidin-3-yl)pyridin-3-yl)-1H-pyrazolo[4,3-b]pyridine C1CCC2=C(C=CC=C12)C1=C(C=C2C(=N1)C(=NN2CC2=CC=C(C=C2)OC)C=2C=NC(=CC2)C2CNCC2)OC